(S)-2-((tert-butoxycarbonyl)amino)-3-(4-(piperazin-1-yl)phenyl)propanoic acid C(C)(C)(C)OC(=O)N[C@H](C(=O)O)CC1=CC=C(C=C1)N1CCNCC1